C(C)(C)C1=C(C(=CC=C1)C(C)C)NC(C1=NC(=CC=C1)O)=O N-(2,6-diisopropylphenyl)-6-hydroxypicolinamide